2-(4-Methoxybenzyl)-7-methyl-3-oxo-4-(trifluoromethyl)-3,5,6,7-tetrahydro-2H-cyclopenta[c]pyridazine-7-carboxylic acid ethyl ester C(C)OC(=O)C1(CCC=2C1=NN(C(C2C(F)(F)F)=O)CC2=CC=C(C=C2)OC)C